ClC1=NC=C(C=C1C=1N(C(NN1)=S)C)I 5-(2-Chloro-5-iodopyridin-3-yl)-4-methyl-2,4-dihydro-3H-1,2,4-triazole-3-thione